(2,2-dioxido-1,2-oxathiolan-5-yl)methyl (2,2,2-trifluoroethyl) sulfite S(=O)(OCC1CCS(O1)(=O)=O)OCC(F)(F)F